(2R,6S)-2,6-dimethyl-N-[2-(1H-pyrrol-2-ylmethyl)-2-azaspiro[3.3]heptan-6-yl]-4-[5-(trifluoromethyl)pyrimidin-2-yl]piperazine-1-carboxamide C[C@H]1N([C@H](CN(C1)C1=NC=C(C=N1)C(F)(F)F)C)C(=O)NC1CC2(CN(C2)CC=2NC=CC2)C1